CC1=NC(=CC(=C1)C=1NC2=CC=C(C=C2C1C(C)C)C1CCN(CC1)CC(=O)N1C(CCCC1)C)C 2-(4-(2-(2,6-dimethylpyridin-4-yl)-3-isopropyl-1H-indol-5-yl)piperidin-1-yl)-1-(2-methylpiperidin-1-yl)ethan-1-one